2-Ethyl-4-phenyl-2H-1,2,3-triazole C(C)N1N=CC(=N1)C1=CC=CC=C1